BrC1=C(C=C(C=C1)C1=CC2=CC=CC=C2C=C1)Cl 2-(4-bromo-3-chlorophenyl)naphthalene